(S)-1-((6-cyano-5-(trifluoromethyl)pyridin-3-yl)amino)-3-((6-cyanopyridin-3-yl)oxy)-2-methyl-1-oxopropan-2-yl 5-((R)-1,2-dithiolan-3-yl)pentanoate S1S[C@@H](CC1)CCCCC(=O)O[C@](C(=O)NC=1C=NC(=C(C1)C(F)(F)F)C#N)(COC=1C=NC(=CC1)C#N)C